1-(3''-(4-(tert-butyl)piperazin-1-yl)-3,5''-dichloro-5'-fluoro-2'-hydroxy-[1,1':3',1''-terphenyl]-4-yl)-3-methyl-1H-imidazol-2(3H)-one C(C)(C)(C)N1CCN(CC1)C=1C=C(C=C(C1)Cl)C=1C(=C(C=C(C1)F)C1=CC(=C(C=C1)N1C(N(C=C1)C)=O)Cl)O